OC=1C(=CC(=C(C1)NC(=O)C1=CNC2=CC=CC=C2C1=O)C(F)(F)F)[Si](C)(C)C N-(5-Hydroxy-2-(trifluoromethyl)-4-(trimethylsilyl)phenyl)-4-oxo-1,4-dihydroquinoline-3-carboxamide